2-β-hydroxyethylthioethylamine hydrochloride Cl.OCCSCCN